7-(4-bromophenyl)-5-oxa-8-azaspiro[3.5]nonane-8-carboxylic acid tert-butyl ester C(C)(C)(C)OC(=O)N1C(COC2(CCC2)C1)C1=CC=C(C=C1)Br